diethyl bicyclo[2.2.1]hept-2-ene-2,3-dicarboxylate C12C(=C(C(CC1)C2)C(=O)OCC)C(=O)OCC